3-(allylamino)propionic acid ethyl ester C(C)OC(CCNCC=C)=O